OCCC[N+]1(CCCCC1)C (3-hydroxypropyl)-1-methylpiperidin-1-ium